(2r,5r)-2-(1-(4-bromophenyl)-3-(5-chloropyridin-2-yl)-1H-pyrazol-4-yl)-5-methyl-3-(2-(2-oxo-2,3-dihydro-1H-benzo[d]imidazol-5-yl)ethyl)oxazolidin-4-one BrC1=CC=C(C=C1)N1N=C(C(=C1)[C@H]1O[C@@H](C(N1CCC1=CC2=C(NC(N2)=O)C=C1)=O)C)C1=NC=C(C=C1)Cl